C(C=C)(=O)OC1=C(C(=O)OC2=CC=CC=C2)C=CC=C1 phenyl 2-acryloxybenzoate